2-(6-{[(2R,3S,5S)-2-fluoro-8-azabicyclo[3.2.1]octan-3-yl](methyl)amino}-1,2,4-triazin-3-yl)-5-(5-methyl-1,2,4-oxadiazol-3-yl)phenol F[C@@H]1C2CC[C@@H](C[C@@H]1N(C1=CN=C(N=N1)C1=C(C=C(C=C1)C1=NOC(=N1)C)O)C)N2